O1C(=NN=C1)C1=CC=C(C=C1)N1C(N(CCC1)C=1SC(=C(N1)C)S(=O)(=O)N)=O 2-(3-(4-(1,3,4-oxadiazol-2-yl)phenyl)-2-oxotetrahydropyrimidin-1(2H)-yl)-4-methylthiazole-5-sulfonamide